(2-((2-bromo-3-fluorophenoxy)methoxy)ethyl)trimethylsilane BrC1=C(OCOCC[Si](C)(C)C)C=CC=C1F